C(C)N1N=CC(=C1)NC1=NC=C(C(=N1)OCC1CCC(CC1)NC(C)=O)F N-((1R,4R)-4-(((2-((1-ethyl-1H-pyrazol-4-yl)amino)-5-fluoropyrimidin-4-yl)oxy)methyl)cyclohexyl)acetamide